C(C#CC)N1C(CCC1)C=1C=C(N2C=NC=CC21)C2=CC=C(C(=O)NC1=NC=CC(=C1)C1CC1)C=C2 4-(5-(1-(but-2-ynyl)pyrrolidin-2-yl)pyrrolo[1,2-c]pyrimidin-7-yl)-N-(4-cyclopropylpyridin-2-yl)benzamide